5-((2-amino-3-fluoropyridin-4-yl)methyl)-4-chloropyridazin-3(2H)-one NC1=NC=CC(=C1F)CC1=C(C(NN=C1)=O)Cl